B(O)(O)C=1C=C2C(=C(C=NC2=CC1)S(=O)(=O)N1CCOCC1)NC1=C(C(=O)O)C=CC=C1 2-[(6-borono-3-morpholinosulfonyl-4-quinolyl)amino]benzoic acid